(S)-5-(((S)-1-(((S)-6-amino-1-methoxy-1-oxohexan-2-yl)oxy)-4-methyl-1-oxopentan-2-yl)amino)-4-((tert-butoxycarbonyl)amino)-5-oxopentanoic acid NCCCC[C@@H](C(=O)OC)OC([C@H](CC(C)C)NC([C@H](CCC(=O)O)NC(=O)OC(C)(C)C)=O)=O